IC1(N)CC(=CC=C1)I 1,3-diiodoaniline